ClC1=CC=C(C=C1)C1(CC1)C(=O)C1=CC=C(C=N1)NC(CC1=CC=C(C=C1)S(=O)(=O)CC)=O N-(6-(1-(4-chlorophenyl)cyclopropane-1-carbonyl)pyridin-3-yl)-2-(4-(ethylsulfonyl)phenyl)acetamide